(2S)-5-Amino-2-[benzyl-[4-(3-oxo-3-phenylprop-1-enyl)benzoyl]amino]-5-oxopentanoic acid NC(CC[C@@H](C(=O)O)N(C(C1=CC=C(C=C1)C=CC(C1=CC=CC=C1)=O)=O)CC1=CC=CC=C1)=O